[Zn+2].P(=S)(SCCCCCC(C)C)(OCCCCCC(C)C)[O-].C(CCCCC(C)C)SP(=S)(OCCCCCC(C)C)[O-] diisooctyl dithiophosphate zinc salt